ClCC1=NC=NC=N1 chloromethyl-1,3,5-triazine